NC1=NC=2N(C(C=NC2C(=N1)C=1OC(=CC1)C)=O)CCN1[C@@H](CN(CC1)C1=CC=C(C=C1)OC)C (R)-2-amino-8-(2-(4-(4-methoxyphenyl)-2-methylpiperazin-1-yl)ethyl)-4-(5-methylfuran-2-yl)pteridin-7(8H)-one